5-(3-isopropyl-5-(piperidin-4-yl)-1H-indol-2-yl)-2-methyl-2,7-naphthyridin-1(2H)-one C(C)(C)C1=C(NC2=CC=C(C=C12)C1CCNCC1)C1=C2C=CN(C(C2=CN=C1)=O)C